rac-tert-butyl 7-[2-(8-methoxy-2-methyl-imidazo[1,2-b]pyridazin-6-yl)-4-oxo-pyrido[1,2-a]pyrimidin-7-yl]-4-azaspiro[2.5]octane-4-carboxylate COC=1C=2N(N=C(C1)C=1N=C3N(C(C1)=O)C=C(C=C3)[C@@H]3CCN(C1(CC1)C3)C(=O)OC(C)(C)C)C=C(N2)C |r|